Cl.N[C@@H]1C2=C(N=C(S2)O)CC12CCN(CC2)C=2C=1N(C(=C(N2)C)C2=C(C(=NC=C2)C)Cl)N=CC1 (6S)-6-amino-1'-[7-(3-chloro-2-methyl-4-pyridyl)-6-methyl-pyrazolo[1,5-a]pyrazin-4-yl]spiro[4,6-dihydrocyclopenta[d]thiazole-5,4'-piperidine]-2-ol hydrochloride